2-(4-(8-((1H-1,2,4-triazol-3-yl)methoxy)-4-(aminomethyl)-1-oxo-1,2-dihydro-phthalazin-6-yl)-1-methyl-1H-pyrazol-5-yl)-4-chloro-6-cyclopropyloxy-3-fluorobenzonitrile N1N=C(N=C1)COC=1C=C(C=C2C(=NNC(C12)=O)CN)C=1C=NN(C1C1=C(C#N)C(=CC(=C1F)Cl)OC1CC1)C